3-ethyl-8-((6-(trifluoromethyl)pyridin-3-yl)methyl)pyrido[2,3-d]pyrimidine-2,4(3H,8H)-dione C(C)N1C(N=C2C(C1=O)=CC=CN2CC=2C=NC(=CC2)C(F)(F)F)=O